tert-butyl (R)-4-(1-((2,7-dimethylimidazo[1,2-a]pyridin-6-yl)carbamoyl)-2,3-dihydro-1H-pyrrolo[2,3-b]pyridin-4-yl)-2-methylpiperazine-1-carboxylate CC=1N=C2N(C=C(C(=C2)C)NC(=O)N2CCC=3C2=NC=CC3N3C[C@H](N(CC3)C(=O)OC(C)(C)C)C)C1